(3S)-3-(5-{[(3S,4S)-1-{[5-fluoro-3-(morpholin-4-yl)isoquinolin-7-yl]methyl}-4-(methoxymethyl)pyrrolidin-3-yl]oxy}-1-oxo-2,3-dihydro-1H-isoindol-2-yl)piperidine-2,6-dione FC1=C2C=C(N=CC2=CC(=C1)CN1C[C@H]([C@@H](C1)COC)OC=1C=C2CN(C(C2=CC1)=O)[C@@H]1C(NC(CC1)=O)=O)N1CCOCC1